2-methoxy-4-methyl-5-nitroaniline COC1=C(N)C=C(C(=C1)C)[N+](=O)[O-]